C(=O)(O)C[NH2+]C(CCOC(C(=C)C)=O)CCOC(C(=C)C)=O 1-carboxy-N-methyl-N-di(2-methacryloyloxy-ethyl)methylammonium